ClC=1C(=NC(=NC1)NC=1C=NN(C1)C1CCN(CC1)C)C1=CC=C(C(=O)N[C@@H](C)C#N)C=C1 (S)-4-(5-chloro-2-((1-(1-methylpiperidin-4-yl)-1H-pyrazol-4-yl)amino)pyrimidin-4-yl)-N-(1-cyanoethyl)benzamide